5-amino-3-(4-(2-((5-(tert-butyl)isothiazol-3-yl)amino)-2-oxoethyl)phenyl)-1-isopropyl-1H-pyrazole-4-carboxamide NC1=C(C(=NN1C(C)C)C1=CC=C(C=C1)CC(=O)NC1=NSC(=C1)C(C)(C)C)C(=O)N